O-acetylserine amide C(C)(=O)OC[C@H](N)C(=O)N